benzyl (S)-4-(((S)-3-methoxy-1-((naphthalen-1-ylmethyl)amino)-1-oxopropan-2-yl)amino)-3-(methylsulfonamido)-4-oxobutanoate COC[C@@H](C(=O)NCC1=CC=CC2=CC=CC=C12)NC([C@H](CC(=O)OCC1=CC=CC=C1)NS(=O)(=O)C)=O